ClC1=C(C=C(OCC(=O)NC23CC(C2)(C3)NC(COC3=CC=C(C=C3)F)=O)C=C1)F 2-(4-chloro-3-fluorophenoxy)-N-{3-[2-(4-fluorophenoxy)acetylamino]bicyclo[1.1.1]pentan-1-yl}acetamide